4-(Dimethylamino)-N-(4-(4-(pyridin-2-yl)piperazin-1-yl)phenyl)benzamid CN(C1=CC=C(C(=O)NC2=CC=C(C=C2)N2CCN(CC2)C2=NC=CC=C2)C=C1)C